N-methyl-1-((trans)-4-(methyl(7-(2-(3-phenoxyphenyl)propionyl)-7H-pyrrolo[2,3-d]pyrimidine-4-yl)amino)cyclohexyl)methanesulfonamide CNS(=O)(=O)C[C@@H]1CC[C@H](CC1)N(C=1C2=C(N=CN1)N(C=C2)C(C(C)C2=CC(=CC=C2)OC2=CC=CC=C2)=O)C